N-(4-(4-(3-oxa-8-azabicyclo[3.2.1]octan-8-yl)-7H-pyrrolo[2,3-d]pyrimidin-6-yl)phenyl)-4-(((R)-3-(but-2-ynamido)piperidin-1-yl)methyl)picolinamide C12COCC(CC1)N2C=2C1=C(N=CN2)NC(=C1)C1=CC=C(C=C1)NC(C1=NC=CC(=C1)CN1C[C@@H](CCC1)NC(C#CC)=O)=O